C(=O)O.C1CCN2C1=C(C=1C=CC=CC21)C2=NOC(=N2)[C@H]2[C@H](CNCC2)F 3-(2,3-dihydro-1H-pyrrolo[1,2-a]indol-9-yl)-5-((3R,4S)-3-fluoropiperidin-4-yl)-1,2,4-oxadiazole formate